tri(2-carboxyethyl)phosphorus C(=O)(O)CCP(CCC(=O)O)CCC(=O)O